8-((4-(3,3-difluoroazetidin-1-yl)-2-methylphenyl)amino)-2,3-dihydrobenzo[b][1,4]oxazepin-4(5H)-one FC1(CN(C1)C1=CC(=C(C=C1)NC=1C=CC2=C(OCCC(N2)=O)C1)C)F